C=1(C(=CC=CC1)CCO)CCO xylylenedimethanol